3-methoxy-3-azaspiro[5.5]undecane-8,10-dione CON1CCC2(CC1)CC(CC(C2)=O)=O